2-(tert-butyl)-6-chloroaniline C(C)(C)(C)C1=C(N)C(=CC=C1)Cl